(R)-4-(2-(((R)-2-(3-Fluorophenyl)-2-hydroxyethyl)amino)-2-methyl-propyl)piperidin-2-one FC=1C=C(C=CC1)[C@H](CNC(C[C@@H]1CC(NCC1)=O)(C)C)O